NC1=C2C(=NC=N1)N(N=C2C=2C=NC(=CC2)OC2=CC=CC=C2)C2CCN(CC2)C2CN(C2)C(=O)OC(C)(C)C Tert-butyl 3-(4-(4-amino-3-(6-phenoxypyridin-3-yl)-1H-pyrazolo[3,4-d]pyrimidin-1-yl)piperidin-1-yl)azetidine-1-carboxylate